S1S[C@@H](CC1)CCCCC(=O)OCCOC([C@H](CC1=CC(=CC=C1)S(=O)(=O)C)NC(=O)C=1C(=C2CCN(CC2=CC1Cl)C(=O)C1=CC2=C(C=CO2)C=C1)Cl)=O 2-(((S)-2-(2-(Benzofuran-6-carbonyl)-5,7-dichloro-1,2,3,4-tetrahydroisoquinoline-6-carboxamido)-3-(3-(methylsulfonyl)phenyl)propanoyl)oxy)ethyl 5-((R)-1,2-dithiolan-3-yl)pentanoate